C1=CC=CC=2SC3=CC=CC=C3N(C12)C1=CC=C(C=C1)C=1C=CC=2NC3=CC=C(C=C3C2C1)C1=CC=C(C=C1)N1C2=CC=CC=C2SC=2C=CC=CC12 3,6-bis(4-(10H-phenothiazin-10-yl)phenyl)-9H-carbazole